C(C)(C)N(C(C)C)CCC1=CNC2=CC(=C(C=C12)OC)C N-isopropyl-N-(2-(5-methoxy-6-methyl-1H-indol-3-yl)ethyl)propan-2-amine